S(=O)(=O)(O)O.[N+](=O)([O-])NCCC1=CC(O)=C(O)C=C1.[N+](=O)([O-])NCCC1=CC(O)=C(O)C=C1 nitrodopamine hemisulphate